C1(CCC1)CN(C(OC(C)(C)C)=O)CC=1NC2=CC(=CC=C2C1)CNC(=O)C=1N=C2C=3N(N=CC3OCCO2)C1 tert-butyl (cyclobutylmethyl)((6-((7,8-dihydro-6,9-dioxa-2,2a,5-triazabenzo[cd]azulene-4-carboxamido)methyl)-1H-indol-2-yl)methyl)carbamate